COC=1C=C(C=C(C1OC)OC)C1=CN=C2N1C=C(N=C2)C=2C=C(C=CC2)NS(=O)(=O)C N-[3-[3-(3,4,5-trimethoxyphenyl)imidazo[1,2-a]pyrazin-6-yl]phenyl]meth-anesulfonamide